(1S,2S)-N-(6-(5-chloro-6-fluoro-7-(3,3,3-trifluoroprop-1-en-2-yl)-1H-indazol-4-yl)imidazo[1,2-a]pyrazin-2-yl)-2-fluorocyclopropane-1-carboxamide ClC=1C(=C2C=NNC2=C(C1F)C(=C)C(F)(F)F)C=1N=CC=2N(C1)C=C(N2)NC(=O)[C@H]2[C@H](C2)F